2,3-dihydroxy-5-({[5,7-dihydroxy-2-(3,4-dihydroxyphenyl)-3,4-dihydro-2H-chromen-3-yl]oxy}carbonyl)phenolate OC1=C(C=C(C=C1O)C(=O)OC1C(OC2=CC(=CC(=C2C1)O)O)C1=CC(=C(C=C1)O)O)[O-]